5-fluoropyridinecarbonitrile FC=1C=CC(=NC1)C#N